Racemic-4-[2-(cyanomethyl)-2-methyl-butanoyl]-3,5-dihydro-2H-pyrido[3,4-f][1,4]oxazepine-9-carbonitrile C(#N)C[C@](C(=O)N1CCOC2=C(C1)C=NC=C2C#N)(CC)C |r|